2-[4-[1-(2,6-dioxo-3-piperidyl)-3-isopropyl-2-oxo-benzimidazol-5-yl]-1-piperidyl]-N-[5-fluoro-7-hydroxy-6-(1,1,4-trioxo-1,2,5-thiadiazolidin-2-yl)-2-naphthyl]acetamide O=C1NC(CCC1N1C(N(C2=C1C=CC(=C2)C2CCN(CC2)CC(=O)NC2=CC1=CC(=C(C(=C1C=C2)F)N2S(NC(C2)=O)(=O)=O)O)C(C)C)=O)=O